benzyl N-[(1S)-3-[(2S)-2-ethyl-1-piperidyl]-1-[[(1S)-1-(4-fluoro-1H-benzimidazol-2-yl)ethyl]carbamoyl]-3-oxo-propyl]carbamate C(C)[C@@H]1N(CCCC1)C(C[C@@H](C(N[C@@H](C)C1=NC2=C(N1)C=CC=C2F)=O)NC(OCC2=CC=CC=C2)=O)=O